tert-butyl N-[(3R)-1-[7-({8-fluoro-2-methylimidazo[1,2-a]pyridin-6-yl}carbamoyl)-2-methylindazol-4-yl]pyrrolidin-3-yl]carbamate FC=1C=2N(C=C(C1)NC(=O)C1=CC=C(C3=CN(N=C13)C)N1C[C@@H](CC1)NC(OC(C)(C)C)=O)C=C(N2)C